1-cyclopentyl-4-((5-phenyl-1,3,4-thiadiazol-2-yl)methyl)-1,4-dihydropyrazine-2,3-dione C1(CCCC1)N1C(C(N(C=C1)CC=1SC(=NN1)C1=CC=CC=C1)=O)=O